ethyl 3-((6-chloropyridin-3-yl)-methyl)-2-nitroiminoimidazolidine-1-carboxylate ClC1=CC=C(C=N1)CN1C(N(CC1)C(=O)OCC)=N[N+](=O)[O-]